distearoyl-ethyl-phosphorylcholine C(CCCCCCCCCCCCCCCCC)(=O)C(C(O)=P(=O)CC)([N+](C)(C)C)C(CCCCCCCCCCCCCCCCC)=O